6-methyl-4-[2-phenoxy-5-(1H-pyrazol-1-ylmethyl)phenyl]-1,6-dihydro-7H-pyrrolo[2,3-c]pyridin-7-one CN1C(C2=C(C(=C1)C1=C(C=CC(=C1)CN1N=CC=C1)OC1=CC=CC=C1)C=CN2)=O